2-methyl-3-phenyl-2-butenal CC(C=O)=C(C)C1=CC=CC=C1